phenylpiperidine-2-carboxylic acid C1(=CC=CC=C1)N1C(CCCC1)C(=O)O